ClC1=CC=C(C=C1)C1=NN(C2=CC=CC=C12)CC(C(=O)OCC(F)(F)F)(C)C 2,2,2-Trifluoroethyl 3-(3-(4-chlorophenyl)-1H-indazol-1-yl)-2,2-dimethylpropanoate